C[C@H]1OCC2=NC=C(C=C21)C(=O)OC methyl (5R)-5-methyl-5,7-dihydrofuro[3,4-b]pyridine-3-carboxylate